FC(CCC=O)(F)F 4,4,4-trifluoro-1-butanon